(s)-3-((5H-imidazo[5,1-a]isoindol-5-yl)methyl)-1-(ethylsulfonyl)azetidin-3-ol C=1N=CN2C1C1=CC=CC=C1[C@@H]2CC2(CN(C2)S(=O)(=O)CC)O